CC1(CCNCCC1)N 4-Methylazacycloheptan-4-amine